C(C=C)(=O)N1CC2(C1)CN(CC2)C2=NC=1CC(CCC1C(=C2C#N)C2=C1C=NNC1=CC=C2C)C 2-(2-acryloyl-2,6-diazaspiro[3.4]octan-6-yl)-7-methyl-4-(5-methyl-1H-indazol-4-yl)-5,6,7,8-tetrahydroquinoline-3-carbonitrile